COC(C1=CC=C2C3(CC(NC2=N1)C3)NC(=O)C3CCN(CC3)C)OC N-(7-(dimethoxymethyl)-1,2,3,4-tetrahydro-2,4-methylene-1,8-naphthyridin-4-yl)-1-methyl-piperidine-4-carboxamide